C(C1CO1)C(C(COCC(C(CC1CO1)O)O)O)O glycidyl-2,3-dihydroxypropyl ether